C1(CC1)C1=NC=C(C=C1NC(C1=NC(=CC=C1)C=1C=NN(C1)C)=O)N1CCC2(COC2)CC1 N-(2-cyclopropyl-5-(2-oxa-7-azaspiro[3.5]nonan-7-yl)pyridin-3-yl)-6-(1-methyl-1H-pyrazol-4-yl)picolinamide